2-((3-(2,6-Dioxopiperidin-3-yl)-1-methyl-1H-indazol-7-yl)oxy)-N-((R)-1-(pyridin-2-yl)ethyl)acetamide O=C1NC(CCC1C1=NN(C2=C(C=CC=C12)OCC(=O)N[C@H](C)C1=NC=CC=C1)C)=O